FC1(CC(C1)=O)F 3,3-difluorocyclobutanone